ClC1=CC=CC=2C1=CC=1NC3=CC=CC=C3C1C2 7-chloro-5H-benzo[b]carbazole